F[C@@H]1C[C@@]2(CCCN2C1)COC=1N=C(C2=C(N1)C=CN=C2)N ((2R,7aS)-2-fluorohexahydro-1H-pyrrolizin-7a-yl-methoxy)pyrido[4,3-d]pyrimidin-4-amine